C[C@@H]1N(CC1)C1=NC(=CC(=N1)N1CC2(C(C2C1)CC=O)C1=CC=CC=C1)C(F)(F)F 2-(3-(2-((S)-2-Methylazetidin-1-yl)-6-(trifluoromethyl)pyrimidin-4-yl)-1-phenyl-3-azabicyclo[3.1.0]hexane-6-yl)acetaldehyde